2-(6-methylpiperidin-2-yl)-5-trifluoromethylpyridine CC1CCCC(N1)C1=NC=C(C=C1)C(F)(F)F